1-(2-(Dimethylamino)ethyl)-N-(3-(((7-(pyridin-4-yl)-2,3-dihydrofuro[3,2-c]pyridin-4-yl)amino)methyl)phenyl)-1H-indol-5-carboxamid CN(CCN1C=CC2=CC(=CC=C12)C(=O)NC1=CC(=CC=C1)CNC1=NC=C(C2=C1CCO2)C2=CC=NC=C2)C